3,5-Difluoro-1-bromobenzene FC=1C=C(C=C(C1)F)Br